[Cl-].[Cl-].[Cl-].[Cl-].CN1CC=C(C=C1)C1=C2C=CC(C(=C3C=CC(=C(C=4C=CC(=C(C5=CC=C1N5)C5=CCN(C=C5)C)N4)C4=CCN(C=C4)C)N3)C3=CCN(C=C3)C)=N2 rac-tetra(N-methyl-4-pyridyl)porphine tetrachloride